FC1=CC=C(C=C1)OC(NC1=NOC2=NC(=C(C(=C21)C)Cl)C)=O (5-Chloro-4,6-dimethylisoxazolo[5,4-b]pyridin-3-yl)carbamic acid 4-fluorophenyl ester